CONC(OCN1C(CC(C2=CC=C(C=C12)OCCCCN1CCN(CC1)C1=CC=CC=2SC=CC21)(C)C)=O)=O (7-{4-[4-(Benzo[b]thiophen-4-yl)piperazin-1-yl]butoxy}-4,4-dimethyl-2-oxo-3,4-dihydro-2H-quinolin-1-yl)methyl N-methoxycarbamate